O=C1NC(CCC1N1C(C2=CC=C(C=C2C1=O)N1CC2(CC1)CCN(CC2)C2CCN(CC2)C2=CC=C(C=C2)[N+](=O)[O-])=O)=O 2-(2,6-dioxo-3-piperidyl)-5-[8-[1-(4-nitrophenyl)-4-piperidyl]-2,8-diazaspiro[4.5]decan-2-yl]isoindoline-1,3-dione